2-chloro-4-(2-fluorophenyl)nicotinic acid ClC1=C(C(=O)O)C(=CC=N1)C1=C(C=CC=C1)F